C(C)(C)(C)OC(=O)N(C(=O)C1=COC=C1)C=1C=C(C(=O)OC)C=CC1I methyl 3-(N-(tert-butyloxycarbonyl)furan-3-carboxamido)-4-iodobenzoate